N(=[N+]=[N-])CCOCCOCCOCCOCCOC=1C=C(C=CC1)[C@@H](CN(CCCCC1=CC=C2CCCN(C2=N1)C(=O)OC(C)(C)C)C)CC(=O)OC tert-butyl (S)-7-(4-((2-(3-((14-azido-3,6,9,12-tetraoxatetradecyl)oxy)phenyl)-4-methoxy-4-oxobutyl)(methyl)amino)butyl)-3,4-dihydro-1,8-naphthyridine-1(2H)-carboxylate